C1(CCCCC1)[Li] Cyclohexyl-Lithium